O[C@@]1(C[C@H](O)[C@@H](CO)O1)N1C=NC=2C(=O)NC(N)=NC12 hydroxy-deoxy-guanosine